3-(6-methoxypyridin-3-yl)-3-(3-methyl-5-(2-(5,6,7,8-tetrahydro-1,8-naphthyridin-2-yl)ethoxy)-1H-indazol-1-yl)propionic acid COC1=CC=C(C=N1)C(CC(=O)O)N1N=C(C2=CC(=CC=C12)OCCC1=NC=2NCCCC2C=C1)C